Cl.C(C)OC(=O)N1CC2(CC(C2)N2CCC(CC2)C2=CC=NN2C)CC1 Cis-2-[4-(1-methyl-1H-pyrazol-5-yl)-1-piperidinyl]-6-azaspiro[3.4]octane-6-carboxylic acid ethyl ester hydrochloride